OCC1C2(CC2)CN1C(=O)OC(C)(C)C tertbutyl 4-(hydroxymethyl)-5-azaspiro[2.3]hexane-5-carboxylate